C(C)(C)(C)OC(=O)N1CCC2(CCCN2C(=O)C2=CC3=C(S2)C=C(C=C3)C(F)(F)F)CC1 1-(6-(trifluoromethyl)benzo[b]thiophene-2-carbonyl)-1,8-diazaspiro[4.5]decane-8-carboxylic acid tert-butyl ester